6-methoxy-2-methyl-quinazolin-4-ol COC=1C=C2C(=NC(=NC2=CC1)C)O